C[C@@H]1N(CCN(C1)C1=NC(=CC=C1)OCC1=CC=C2C=NN(C2=C1)C)CC1=NC2=C(N1C[C@H]1OCC1)C=C(C=C2)C(=O)O 2-(((S)-2-methyl-4-(6-((1-methyl-1H-indazol-6-yl)methoxy)pyridin-2-yl)piperazine-1-yl)methyl)-1-((S)-oxetan-2-ylmethyl)-benzo[d]imidazole-6-carboxylic acid